ClC1=CC=CC=2N(C(NC21)=O)C2CCN(CC2)C(=O)NC2=CC(=C(C=C2)C)OC 4-(4-chloro-2-oxo-2,3-dihydro-1H-1,3-benzodiazol-1-yl)-N-(3-methoxy-4-methylphenyl)piperidine-1-carboxamide